3-(2-Aminoethyl)aminopropylamin NCCNCCCN